CC1=NC2=CC=CC=C2C(=N1)OCCCN1CCC(CC1)(O)C1=CC=C(C=C1)Cl 1-(3-((2-methylquinazolin-4-yl)oxy)propyl)-4-(4-chlorophenyl)piperidin-4-ol